3-bromo-3,3-difluoropropionic acid BrC(CC(=O)O)(F)F